tert-butyl-7-((trans)-4-(4-amino-5-iodo-7H-pyrrolo[2,3-d]pyrimidin-7-yl) cyclohexyl)-2,7-diazaspiro[4.4]nonane-2-carboxylate C(C)(C)(C)OC(=O)N1CC2(CC1)CN(CC2)[C@@H]2CC[C@H](CC2)N2C=C(C1=C2N=CN=C1N)I